N1=CC=CC2=CC=CC(=C12)S(=O)(=O)N1CCC(CC1)C(=O)O 1-(quinolin-8-ylsulfonyl)piperidine-4-carboxylic acid